(2R,3R,4R)-2-(6-(Methylamino)-8-(prop-1-yn-1-yl)-2-(thiophen-2-yl)-9H-purin-9-yl)tetrahydrofuran-3,4-diol CNC1=C2N=C(N(C2=NC(=N1)C=1SC=CC1)[C@@H]1OC[C@H]([C@H]1O)O)C#CC